ClC1=C(C=C(C=C1)NC=1C2=C(N=CN1)C=CC(=N2)N2CC1(CCN1)C2)F N-(4-chloro-3-fluoro-phenyl)-6-(1,6-diazaspiro[3.3]heptan-6-yl)pyrido[3,2-d]pyrimidin-4-amine